2-(benzyloxy)-1-methyl-4-((triisopropylsilyl)oxy)cyclopentan-1-ol C(C1=CC=CC=C1)OC1C(CC(C1)O[Si](C(C)C)(C(C)C)C(C)C)(O)C